N-(4-(2-chlorophenyl)thiazol-2-yl)-3-(4-(methylsulfonyl)piperazin-1-yl)bicyclo[1.1.1]pentane-1-carboxamide ClC1=C(C=CC=C1)C=1N=C(SC1)NC(=O)C12CC(C1)(C2)N2CCN(CC2)S(=O)(=O)C